C(C)(C)(C)[N+](=CC1=CC=CC=C1)[O-] N-tert-butylphenyl-nitrone